1-[3-(1-Hydroxyethyl)-6-[5-(1,2,4-triazin-3-ylamino)benzimidazol-1-yl]-2-pyridyl]-5-methyl-pyrazole-3-carbonitrile OC(C)C=1C(=NC(=CC1)N1C=NC2=C1C=CC(=C2)NC=2N=NC=CN2)N2N=C(C=C2C)C#N